6-(3-Cyclopropoxy-2-fluorophenyl)-5-methyl-2-(pyrimidin-2-yl)-2,6-dihydro-1H-pyrrolo[3,4-d]pyridazin-1-one C1(CC1)OC=1C(=C(C=CC1)N1C=C2C(N(N=CC2=C1C)C1=NC=CC=N1)=O)F